(S)-2-(6-(cyclopropylmethoxy)-5-(3-Methoxyazetidin-1-yl)pyridinamido)-4-methylpentanoic acid methyl ester COC([C@H](CC(C)C)NC(=O)C1=NC(=C(C=C1)N1CC(C1)OC)OCC1CC1)=O